C(C)(=O)N[C@@H]1C(O)O[C@@H]([C@H]([C@@H]1O)O)CO N-acetyl-D-mannosamine